2-(5-amino-2-bromophenyl)acetonitrile NC=1C=CC(=C(C1)CC#N)Br